C1(=CC=CC=C1)PC1=CC=CC=C1 di-phenylphosphine